NC1=CC=C2C(=CC(OC2=C1)=O)C 7-amino-4-methylcoumarine